3-[4-[3-[5-[(6,7-difluoro-4-methylsulfonyl-1H-indol-5-yl)oxy]-2-fluoro-phenyl]pyrazol-1-yl]-4-methyl-chroman-8-yl]propanoic acid FC1=C(C(=C2C=CNC2=C1F)S(=O)(=O)C)OC=1C=CC(=C(C1)C1=NN(C=C1)C1(CCOC2=C(C=CC=C12)CCC(=O)O)C)F